7,4'-dihydroxyflavan OC1=CC=C2CCC(OC2=C1)C1=CC=C(C=C1)O